C1(=CC=CC=C1)C1CC(N(CC1)C1=NC(=NN1COCC[Si](C)(C)C)C1=CC=NC=C1)=O 4-phenyl-1-(3-(pyridin-4-yl)-1-((2-(trimethylsilyl)ethoxy)methyl)-1H-1,2,4-triazol-5-yl)piperidin-2-one